BrC1=CC=C(C=C1)CC(CC(=O)O)=O 4-(4-Bromophenyl)-3-oxobutanoic acid